(E)-2-bromo-4-(2-(6-((2-(2-fluoroethoxy)ethyl)(methyl)amino)-5-methylbenzo[d]thiazol-2-yl)vinyl)benzene-1,3-diol BrC1=C(C=CC(=C1O)\C=C\C=1SC2=C(N1)C=C(C(=C2)N(C)CCOCCF)C)O